N-(4,4-difluorocyclohexyl)-5-(imidazo[1,2-a]pyrimidin-6-yl)-7H-pyrrolo[2,3-d]pyrimidin-2-amine FC1(CCC(CC1)NC=1N=CC2=C(N1)NC=C2C=2C=NC=1N(C2)C=CN1)F